(5'S)-3-[(1,3-benzothiazol-5-yl)methoxy]-5'-(pyrazin-2-yl)tetrahydro-3'H-spiro[cyclobutane-1,2'-pyrrolo[2,1-b][1,3]oxazol]-3'-one S1C=NC2=C1C=CC(=C2)COC2CC1(C(N3C(O1)CC[C@H]3C3=NC=CN=C3)=O)C2